ClC1=C(C=C2C=C(N=CC2=C1)NC(=O)[C@H]1[C@@H]([C@@H]1C=1C=NN(C1)C)C)N1CC[NH+](CC1)[C@@]1(COCC1)C (1S,2R,3S)-N-[7-chloro-6-[4-((S)-3-methyltetrahydrofuran-3-yl)piperazin-4-ium-1-yl]-3-isoquinolyl]-2-methyl-3-(1-methylpyrazol-4-yl)cyclopropanecarboxamide